C(C)OC(=O)C1CC2=CC=CC=C2C1 2,3-dihydro-1H-indene-2-carboxylic acid ethyl ester